NC1=C(N=CC2=C(C(=CC=C12)F)C1=NN=C(N1CC)Br)C(=O)NCCC 4-amino-8-(5-bromo-4-ethyl-4H-1,2,4-triazol-3-yl)-7-fluoro-N-propylisoquinoline-3-carboxamide